9-methyl-9-ethoxycarbonyl-tetracyclo[6.2.1.13,6.02,7]Dodec-4-ene CC1(C2C3C4C=CC(C3C(C1)C2)C4)C(=O)OCC